[I-].[I-].[C@H]1(CC[C@H](CC1)[N+]1(CCCCC1)C)[N+]1(CCCCC1)C trans-1,1'-(1,4-cyclohexandiyl)bis(1-methylpiperidinium) diiodide